(Z)-3',6'-di(azetidin-1-yl)-6-(4-(2-((6-chlorohexyl)oxy)ethoxy)but-1-en-1-yl)-2-diazospiro[indene-1,9'-xanthen]-3(2H)-one N1(CCC1)C=1C=CC=2C3(C4=CC=C(C=C4OC2C1)N1CCC1)C(C(C1=CC=C(C=C13)\C=C/CCOCCOCCCCCCCl)=O)=[N+]=[N-]